FC1=C(C=CC(=C1)C(F)(F)F)CNCC N-[[2-fluoro-4-(trifluoromethyl)phenyl]methyl]ethanamine